C(C1CO1)N(CC1CO1)CC1CC(CCC1)CN(CC1CO1)CC1CO1 1,3-bis(N,N-diglycidylaminomethyl)Cyclohexane